CN[C@@H](CCCNC(NC(=O)OC(C)(C)C)=NC(=O)OC(C)(C)C)C(=O)O methyl-Nω,Nω'-bis(t-butoxycarbonyl)-L-arginine